ClC=1C=C(C=C(C1)Cl)C1(CC(=NO1)N1CC2=C(C1)C=C(S2)C(=O)NCC#C)C(F)(F)F 5-(5-(3,5-dichlorophenyl)-5-(trifluoromethyl)-4,5-dihydroisoxazol-3-yl)-N-(prop-2-yn-1-yl)-5,6-dihydro-4H-thieno[2,3-c]pyrrole-2-carboxamide